COC1=C(C=CC(=C1)NS(=O)(=O)CCC)N1N=C(C=2C=NC(=CC21)C=2C=NN1C2N=CC=C1)NC(CCN1CCN(CC1)C)=O N-(1-(2-methoxy-4-(propylsulfonamido)phenyl)-6-(pyrazolo[1,5-a]pyrimidin-3-yl)-1H-pyrazolo[4,3-c]pyridin-3-yl)-3-(4-methylpiperazin-1-yl)propanamide